N,N-dimethylacrylamide-2-acrylamido-2-methylpropanesulfonic acid salt C(C=C)(=O)NC(CS(=O)(=O)O)(C)C.CN(C(C=C)=O)C